FC(OC=1C=C(C=CC1)C1=NN=CO1)F 5-(3-(difluoromethoxy)phenyl)-1,3,4-oxadiazol